Isopropyl ((((2S,3S,4R,5R)-5-(4-aminopyrrolo[2,1-f][1,2,4]triazin-7-yl)-5-cyano-2-fluoro-3,4-dihydroxytetrahydrofuran-2-yl)methoxy)(phenoxy)phosphoryl)-D-alaninate NC1=NC=NN2C1=CC=C2[C@]2([C@@H]([C@@H]([C@@](O2)(F)COP(=O)(OC2=CC=CC=C2)N[C@H](C)C(=O)OC(C)C)O)O)C#N